C[C@@]1(OC2=C(C=C(C=C2CC1)[C@H](CO)CCCO)C)CCC[C@@H](CCC[C@@H](CCCC(C)C)C)C (R)-2-((R)-2,8-dimethyl-2-((4R,8R)-4,8,12-trimethyltridecyl)-6-chromanyl)-1,5-pentanediol